2,2-difluoro-3-((2-methyl-6-(3-methyl-4-(((4-(thiophen-3-yl)pyrimidin-2-yl)amino)methyl)isoxazol-5-yl)pyridin-3-yl)carbamoyl)cyclopropane-1-carboxylic acid FC1(C(C1C(NC=1C(=NC(=CC1)C1=C(C(=NO1)C)CNC1=NC=CC(=N1)C1=CSC=C1)C)=O)C(=O)O)F